[Al].CC1C(N(CCC1)C)(C)C.CC1C(N(CCC1)C)(C)C.CC1C(N(CCC1)C)(C)C tri-tetramethyl-piperidine aluminum